FC(CC=1C(=NOC1)C(=O)O)(F)F 4-(2,2,2-trifluoroethyl)isoxazole-3-carboxylic acid